4-(5-methoxy-pyrazin-2-yl)-phenylboronic acid COC=1N=CC(=NC1)C1=CC=C(C=C1)B(O)O